FC1=CC(=C(C=C1)C(C)N1N=NC=2CN([C@@H](CC21)C)C(=O)OC(C)(C)C)C(F)(F)F tert-butyl (6R)-1-[1-[4-fluoro-2-(trifluoromethyl)phenyl]ethyl]-6-methyl-1H,4H,5H,6H,7H-[1,2,3]triazolo[4,5-c]pyridine-5-carboxylate